FC(C=1N=CC=2N(C1)C(=CN2)C2=NC=CC(=N2)N2CC(OCC2)CO)(F)F (4-(2-(6-(Trifluoromethyl)imidazo[1,2-a]pyrazin-3-yl)pyrimidin-4-yl)morpholin-2-yl)methanol